NC1=CC(=NC=N1)C1=CC=C2C=CC(=C(C2=C1)NCC(C#N)=C)OC 2-({[7-(6-aminopyrimidin-4-yl)-2-methoxynaphthalen-1-yl]amino}methyl)prop-2-enenitrile